tetrafluoroethyl-cyclopropane FC(C(F)(F)F)C1CC1